N=C(C(=O)OCC)NNC ethyl 2-imino-2-(2-methylhydrazineyl)acetate